C(CCCCCCCCCC(C)C)C1C=CC2=CC=CC=C12 isotridecyl-indene